tert-butyl (3S)-3-{2-[4-(4-chlorophenyl)-5-(pyridin-4-yl)-1H-imidazol-1-yl]acetamido}piperidine-1-carboxylate ClC1=CC=C(C=C1)C=1N=CN(C1C1=CC=NC=C1)CC(=O)N[C@@H]1CN(CCC1)C(=O)OC(C)(C)C